BrC1=C(C=CC=C1)S(=O)(=O)F 2-Bromobenzenesulfonyl fluoride